CN(C(CN1C2=C(C3=CC=C(C=C13)O)C=CN=C2C(F)(F)F)C)C 9-(2-(dimethylamino)propyl)-1-(trifluoromethyl)-9H-pyrido[3,4-b]indol-7-ol